di-neodecanoyl-tin oxide C(CCCCCC(C)(C)C)(=O)[Sn](C(CCCCCC(C)(C)C)=O)=O